N-(2-(4-chlorophenyl)-7-(6,7-dihydro-5H-pyrrolo[1,2-a]imidazol-2-yl)-1H-indol-5-yl)acrylamide ClC1=CC=C(C=C1)C=1NC2=C(C=C(C=C2C1)NC(C=C)=O)C=1N=C2N(C1)CCC2